6-(1H-pyrazolo[4,3-c]pyridin-3-yl)-2-((6-methylpyridin-2-yl))-9H-purine N1N=C(C=2C=NC=CC21)C2=C1N=CNC1=NC(=N2)C2=NC(=CC=C2)C